C1(CC1)C1=NN(C=C1C1CCC(CC1)O)[C@@H]1C[C@H](C1)CNC=1C=C2C(N(C(C2=CC1)=O)C1C(NC(CC1)=O)=O)=O 5-(((Trans-3-(3-cyclopropyl-4-(4-hydroxycyclohexyl)-1H-pyrazol-1-yl)cyclobutyl)methyl)amino)-2-(2,6-dioxopiperidin-3-yl)isoindoline-1,3-dione